2-[(3R)-4-{[2-(1-benzylpiperidin-4-yl)ethyl]carbamoyl}-3-methylpiperazin-1-yl]-N-methylpyrimidine-5-carboxamide C(C1=CC=CC=C1)N1CCC(CC1)CCNC(=O)N1[C@@H](CN(CC1)C1=NC=C(C=N1)C(=O)NC)C